FC1=C(C=CC(=C1)F)C1=C(C=C2C(=NC(N3C2=C1SCC(C3)OC)=O)N3[C@H](CNCC3)C)C(F)(F)F 11-(2,4-difluorophenyl)-3-methoxy-8-((S)-2-methylpiperazin-1-yl)-10-(trifluoromethyl)-3,4-dihydro-2H,6H-[1,4]thiazepino[2,3,4-ij]quinazolin-6-one